2,6-di-tert-butyl-4-(5-propyl-1,3-dioxan-2-yl)phenol C(C)(C)(C)C1=C(C(=CC(=C1)C1OCC(CO1)CCC)C(C)(C)C)O